(E)-tert-butyl(2-(4-(6-aminopyridine-3-yl)buta-1-en-3-ynyl)benz[d]thiazole-6-yl)methylcarbamate C(C)(C)(C)OC(NCC1=CC2=C(N=C(S2)\C=C\C#CC=2C=NC(=CC2)N)C=C1)=O